N[C@]1(CN(C[C@@H]1CCCB(O)O)C1C(CCCC1)N)C(=O)O (3R,4S)-3-amino-1-(2-aminocyclohexyl)-4-(3-boronopropyl)pyrrolidine-3-carboxylic acid